tert-Butyl 3-((5-(2-cyano-4-fluoro-5-methoxyphenyl)isoxazol-3-yl)methyl)-2-ethyl-4-oxo-4,5,6,8-tetrahydropyrido[3,4-d]pyrimidine-7(3H)-carboxylate C(#N)C1=C(C=C(C(=C1)F)OC)C1=CC(=NO1)CN1C(=NC2=C(C1=O)CCN(C2)C(=O)OC(C)(C)C)CC